2,6-dimethylaminothiopyran CNC1SC(=CC=C1)NC